cyclopentan-amine C1(CCCC1)N